4-(1-ethyl-1,8-diazaspiro[5.5]undecan-8-yl)-1H-pyrrolo[2,3-b]pyridin C(C)N1CCCCC12CN(CCC2)C2=C1C(=NC=C2)NC=C1